BrC1=CC(=C(C=N1)COC1=CC=CC(=N1)C1=CC(=C(CC2=NC3=C(N2C[C@H]2OCC2)C=C(C=C3)C(=O)OC)C=C1F)F)Cl Methyl (S)-2-(4-(6-((6-bromo-4-chloropyridin-3-yl)methoxy)pyridin-2-yl)-2,5-difluorobenzyl)-1-(oxetan-2-ylmethyl)-1H-benzo[d]imidazole-6-carboxylate